N-[(2,4-dimethoxyphenyl)methyl]-7-[2-[2-[2-[2-[2-[2-(2-methoxyethoxy)ethoxy]ethoxy]ethoxy]ethoxy]ethoxy]-5-(4,4,5,5-tetramethyl-1,3,2-dioxaborolan-2-yl)phenyl]cinnolin-4-amine COC1=C(C=CC(=C1)OC)CNC1=CN=NC2=CC(=CC=C12)C1=C(C=CC(=C1)B1OC(C(O1)(C)C)(C)C)OCCOCCOCCOCCOCCOCCOC